methyl 3'-methyl-[1,1'-biphenyl]-4-carboxylate CC=1C=C(C=CC1)C1=CC=C(C=C1)C(=O)OC